FC1(OC2=C(O1)C=CC(=C2)C(=O)O)F 2,2-diFluoro-1,3-benzodioxole-5-carboxylic acid